O1C=NC2=C1CC(CC2)C(=O)O 4,5,6,7-tetrahydrobenzo[d]oxazole-6-carboxylic acid